N-[7,7-dimethyl-4-(2-methylphenoxy)-6,8-dihydro-5H-quinazolin-2-yl]-1-methyl-pyrazole-4-sulfonamide CC1(CCC=2C(=NC(=NC2C1)NS(=O)(=O)C=1C=NN(C1)C)OC1=C(C=CC=C1)C)C